5,6-dihydro-4H-pyrrolo[1,2-b]Pyrazole-2-carboxamide N=1N2C(=CC1C(=O)N)CCC2